2,2'-azobis(methyl-butyronitrile) N(=NC(C#N)(CC)C)C(C#N)(CC)C